BrC=1C=C2C=CN(C2=CC1C=1C2=C(C(N(C1)C)=O)NC=C2)S(=O)(=O)CC 4-(5-bromo-1-(ethylsulfonyl)-1H-indol-6-yl)-6-methyl-7-oxo-6,7-dihydro-1H-pyrrolo[2,3-c]pyridine